2-{6-cyclopropyl-4-[4-fluoro-2-(4-methyl-1,2,4-triazol-3-yl)phenyl]pyridin-2-yl}-7-(trifluoromethyl)-1,3-benzoxazole-5-carbaldehyde C1(CC1)C1=CC(=CC(=N1)C=1OC2=C(N1)C=C(C=C2C(F)(F)F)C=O)C2=C(C=C(C=C2)F)C2=NN=CN2C